2-methoxyethyl 3-((chlorosulfonyl) oxy)-2,2-dimethylpropionate ClS(=O)(=O)OCC(C(=O)OCCOC)(C)C